N-((4-(((4-fluorotetrahydro-2H-pyran-4-yl)methyl)amino)-3-nitrophenyl)sulfonyl)benzamide FC1(CCOCC1)CNC1=C(C=C(C=C1)S(=O)(=O)NC(C1=CC=CC=C1)=O)[N+](=O)[O-]